2-(2-methoxy-ethoxy)ethaneN COCCOC=C